iodo-1-((2-(trimethylsilyl)ethoxy)methyl)-1H-pyrrolo[2,3-b]pyridine-5-carbonitrile IC1=CC=2C(=NC=C(C2)C#N)N1COCC[Si](C)(C)C